decenyl iodide C(=CCCCCCCCC)I